(6aR,9R)-N,N-diethyl-7-propyl-4,5,5a,6,6a,7,8,9-octahydroindolo[4,3-fg]quinoline-9-carboxamide tartrate C(=O)(O)C(O)C(O)C(=O)O.C(C)N(C(=O)[C@H]1CN([C@@H]2CC3C4=C(C2=C1)C=CC=C4NC3)CCC)CC